(7-oxabicyclo[2.2.1]hept-2-yl)methanesulfonyl chloride C12C(CC(CC1)O2)CS(=O)(=O)Cl